C(C1=CC=CC=C1)N1CC2CCC(C1)C2=O 3-benzyl-3-azabicyclo[3.2.1]octan-8-one